3-fluoro-4,5-dimethoxy-benzaldehyde FC=1C=C(C=O)C=C(C1OC)OC